(2-fluorospiro[3.3]heptan-2-yl)methanol FC1(CC2(C1)CCC2)CO